7-(1,4-dioxan-2-ylmethyl)-2-(3-fluoropyridin-4-yl)-3-iodo-1H,5H,6H,7H-pyrrolo[3,2-c]pyridin-4-one O1C(COCC1)CC1C2=C(C(NC1)=O)C(=C(N2)C2=C(C=NC=C2)F)I